S1C(=CC=C1)NC(OC=1C=NC=CC1)=O Pyridin-3-yl thiophen-2-ylcarbamate